FC(C1=NC=CC=C1OCC12CN(CC2C1)C(=O)C1=CC=C2C=CNC2=C1)(F)F 6-[1-({[2-(Trifluoromethyl)pyridin-3-yl]oxy}methyl)-3-azabicyclo[3.1.0]hexane-3-carbonyl]-1H-indole